BrC=1C(=CC(=C(N)C1)N1[C@H](CCC1)C)Cl 5-bromo-4-chloro-2-[(2S)-2-methylpyrrolidin-1-yl]aniline